CC1=C(OC2=C(C=C(C=C2C1=O)C)[C@@H](C)NC=1C(=NC=CC1)C#N)C1=CC=CC=C1 3-[[(1R)-1-(3,6-Dimethyl-4-oxo-2-phenyl-chromen-8-yl)ethyl]amino]pyridine-2-carbonitrile